C(C)(C)(C)OC(=O)N1C[C@H]([C@H](C1)F)N.C(C)N[C@@H]1CN(C[C@@H]1F)C1=NC=C(C=N1)C(=O)NC=1C=C(C=2N(C1)C=C(N2)C)F ((3R,4S)-3-(ethylamino)-4-fluoropyrrolidin-1-yl)-N-(8-fluoro-2-methylimidazo[1,2-a]pyridin-6-yl)pyrimidine-5-carboxamide Cis-tert-butyl-3-amino-4-fluoropyrrolidine-1-carboxylate